(5R)-2-(8-chloro[1,2,4]triazolo[1,5-a]pyridine-2-carbonyl)-9,9-dimethyl-8-oxo-2-azaspiro[4.5]dec-6-ene-7-carbonitrile ClC=1C=2N(C=CC1)N=C(N2)C(=O)N2C[C@]1(CC2)C=C(C(C(C1)(C)C)=O)C#N